6-(1H-pyrazol-4-yl)imidazo[1,2-a]pyridine-8-carboxylic acid N1N=CC(=C1)C=1C=C(C=2N(C1)C=CN2)C(=O)O